ClC1=CC=C(C=C1)C=1OC(=NN1)CCl 2-(4-chlorophenyl)-5-(chloromethyl)-1,3,4-oxadiazole